CC=1C=C2C(=CC1O2)C(C)(C)C 3-Methyl-6-tert-Butyl-1,4-Phenylenether